O=C1N(N=C2N1CCCC2)CC2=CC(=NC=C2)C(F)(F)F (5RS)-3-Oxo-2-{[2-(trifluoromethyl)pyridin-4-yl]methyl}-2,3,5,6,7,8-hexahydro[1,2,4]triazolo[4,3-a]pyridin